OCCCCCCCCCNC(CC)=O N-(9-hydroxynonyl)propionamide